tert-butyl N-[(1S)-1-[[(1S)-2-[4-(bromomethyl)anilino]-1-methyl-2-oxo-ethyl]carbamoyl]-2-methyl-propyl]carbamate BrCC1=CC=C(NC([C@H](C)NC(=O)[C@H](C(C)C)NC(OC(C)(C)C)=O)=O)C=C1